C1=CC2=COC(=C2C=C1)CN 2-benzofuranmethanamine